3-methyl-1-(2-naphthyl)-1-butanone CC(CC(=O)C1=CC2=CC=CC=C2C=C1)C